BrC/C(=C/C1=CN=NN1CC1=CC=C(C=C1)OC)/F (Z)-5-(3-bromo-2-fluoroprop-1-en-1-yl)-1-(4-methoxybenzyl)-1H-1,2,3-triazole